Cl.C1(=CC=CC=C1)NCCCC(=O)N1CCN(CC1)C1=NC=C(C=N1)C(F)(F)F 4-(phenylamino)-1-(4-(5-(trifluoromethyl)pyrimidin-2-yl)piperazin-1-yl)butan-1-one hydrochloride